C(C=C)OC1=C(C(=C(C(=O)O)C(=C1OCC1=CC=CC=C1)F)F)OCC1=CC=CC=C1 4-(allyloxy)-3,5-bis(benzyloxy)-2,6-difluorobenzoic acid